(1S,5R)-1-(2-chloro-4-fluorophenyl)-3-azabicyclo[3.1.0]hexane hydrochloride salt Cl.ClC1=C(C=CC(=C1)F)[C@]12CNC[C@@H]2C1